[N+](=[N-])=CC(CC[C@@H](C(=O)OC(C)C)NC(CS(=O)(=O)C(C)C)=O)=O isopropyl (S)-6-diazo-2-(2-(isopropylsulfonyl)acetamido)-5-oxohexanoate